C(C)NC1=C(C=CC(=C1)OC1=CC=C(C=C1)S(=O)(=O)C)[N+](=O)[O-] N-ethyl-5-(4-(methylsulfonyl)phenoxy)-2-nitroaniline